3-(3-((tert-butoxycarbonyl)amino)-1-propynyl)-2-thiophenecarboxylic acid methyl ester COC(=O)C=1SC=CC1C#CCNC(=O)OC(C)(C)C